C1(=CC=CC=C1)NC1=CC=CC=2C(C3=CC=CC=C3C12)(C1=CC=CC=C1)C1=CC=CC=C1 N,9,9-triphenyl-9H-fluorene-4-amine